1-(2-methoxyvinyl)-3-phenoxybenzene COC=CC1=CC(=CC=C1)OC1=CC=CC=C1